CON1C(=CC2=CC=CC=C12)C(=O)NC methoxy-N-methyl-1H-indole-2-carboxamide